2-amino-2-[2-(4-octyl-phenyl)-ethyl]-propane-1,3-diol NC(CO)(CO)CCC1=CC=C(C=C1)CCCCCCCC